bis[2,3-bis(4-fluorophenyl)-5-methylpyrazinyl]Iridium (III) FC1=CC=C(C=C1)C1=NC(=C(N=C1C1=CC=C(C=C1)F)C)[Ir+]C1=C(N=C(C(=N1)C1=CC=C(C=C1)F)C1=CC=C(C=C1)F)C